N4-(sec-Butyl)-N2-(2-(1-(cyclopropylsulfonyl)-1H-pyrazol-4-yl)pyrimidin-4-yl)-5-(1-(difluoromethyl)-1H-pyrazol-3-yl)pyridine-2,4-diamine C(C)(CC)NC1=CC(=NC=C1C1=NN(C=C1)C(F)F)NC1=NC(=NC=C1)C=1C=NN(C1)S(=O)(=O)C1CC1